NC1=NC=NC=C1 4-Amino-pyrimidine